(2-chloroacetyl)-[[(2S)-2-[[(E)-3-(4-chloro-2-fluoro-phenyl)prop-2-enoyl]amino]-4-methyl-pentanoyl]amino]propionamide ClCC(=O)C(C(=O)N)(C)NC([C@H](CC(C)C)NC(\C=C\C1=C(C=C(C=C1)Cl)F)=O)=O